(3S,4S)-4-(4-amino-1H-pyrazol-1-yl)-3-fluoropiperidine-1-carboxylic acid tert-butyl ester C(C)(C)(C)OC(=O)N1C[C@@H]([C@H](CC1)N1N=CC(=C1)N)F